C(C)(C)(C)OC(=O)N1CCC(CC1)(C#N)CC=1C(=NC(=CC1)OC)Br 4-[(2-bromo-6-methoxypyridin-3-yl)methyl]-4-cyanopiperidine-1-carboxylic acid tert-butyl ester